allylbis(2-hydroxyethyl)tetradecylammonium chloride [Cl-].C(C=C)[N+](CCCCCCCCCCCCCC)(CCO)CCO